3-{4-[(4-methyl-1H-pyrazol-1-yl)methyl]phenyl}-5-(trifluoromethyl)-4,5-dihydro-1,2-oxazol-5-ol CC=1C=NN(C1)CC1=CC=C(C=C1)C1=NOC(C1)(O)C(F)(F)F